4,5-dichloro-3,6-dihydroxyphthalonitrile ClC=1C(=C(C(C#N)=C(C1Cl)O)C#N)O